4-[3-(cyanomethyl)-3-(3',5'-dimethyl-1H,1'H-4,4'-bipyrazol-1-yl)azetidin-1-yl]2,5-difluoro-N-[(1S)-2,2,2-trifluoro-1-methylethyl]benzamide C(#N)CC1(CN(C1)C1=CC(=C(C(=O)N[C@H](C(F)(F)F)C)C=C1F)F)N1N=CC(=C1)C=1C(=NNC1C)C